ClC1=C(C=CC=C1Cl)C1=NC2=NC(=NC=C2N1)N1CCC2(CC1)[C@@H](C1=CC=CC=C1C2)CC(C)(S(=O)N)C ((S)-1'-(8-(2,3-dichlorophenyl)-7H-purin-2-yl)-1,3-dihydrospiro[inden-2,4'-piperidin]-1-yl)-2-methylpropan-2-sulfinamide